N-(5-chloro-8H-indeno[1,2-d]thiazol-2-yl)-4,6-dimethoxypyrimidine-5-carboxamide ClC=1C=CC=2CC3=C(N=C(S3)NC(=O)C=3C(=NC=NC3OC)OC)C2C1